C(C)(C)N1N=CC=2C(=CC(=CC12)C1=CC(=NC=C1)N1CCN(CC1)C)C(=O)NCC=1C(NC(=CC1CCC)C)=O 1-isopropyl-N-((6-methyl-2-oxo-4-propyl-1,2-dihydropyridin-3-yl)methyl)-6-(2-(4-methylpiperazin-1-yl)pyridin-4-yl)-1H-indazole-4-carboxamide